(R)-pyrrole N1C=CC=C1